FC(C12CC(C1)(C2)C(=O)NC=2C=NC(=NC2)C=2C=NN(C2NC(O[C@H](C)C=2C(=NC=C(C2)F)F)=O)C)F (R)-1-(2,5-difluoropyridin-3-yl)ethyl (4-(5-(3-(difluoromethyl)bicyclo[1.1.1]pentane-1-carboxamido)pyrimidin-2-yl)-1-methyl-1H-pyrazol-5-yl)carbamate